C(C)(C)(C)OC(=O)N1CCN(CC1)C1=NC(=NC2=C(C(=C(C=C12)Cl)Br)F)Cl.BrC1=NC=C(C=C1OC)OC1CCN(CC1)CC(F)(F)F 2-Bromo-3-methoxy-5-((1-(2,2,2-trifluoroethyl)piperidin-4-yl)oxy)pyridine tert-butyl-4-(7-bromo-2,6-dichloro-8-fluoroquinazolin-4-yl)piperazine-1-carboxylate